FC1=C(OC2=C(C=C(C=C2)NS(=O)(=O)CC)C=2C3=C(C(N(C2)C)=O)NC=C3CN3CCOCC3)C=CC(=C1)F N-{4-(2,4-difluorophenoxy)-3-[6-methyl-3-(morpholin-4-ylmethyl)-7-oxo-6,7-dihydro-1H-pyrrolo[2,3-c]pyridin-4-yl]phenyl}ethanesulfonamide